C1C(CCC)(O1)O 2-epoxypentanol